(R)-4-[3-(4-Amino-2-methyl-pyrido[3,2-d]pyrimidin-6-yl)phenyl]-2-pyrimidin-2-yl-but-3-yn-2-ol NC=1C2=C(N=C(N1)C)C=CC(=N2)C=2C=C(C=CC2)C#C[C@@](C)(O)C2=NC=CC=N2